N[C@@](C(=O)O)(CCCCB(O)O)CCCNC(C)C(=O)O (S)-2-amino-6-borono-2-(3-(1-carboxylethylamino)propyl)hexanoic acid